(+/-)-3-amino-4,4-dimethylvalerate N[C@H](CC(=O)[O-])C(C)(C)C |r|